1-((S)-1-(3-CHLORO-5-FLUORO-2-((4-(1H-PYRAZOL-1-YL)-2-METHYLQUINOLIN-8-YLOXY)METHYL)PHENYL)ETHYL)-IMIDAZOLIDIN-2,4-DION ClC=1C(=C(C=C(C1)F)[C@H](C)N1C(NC(C1)=O)=O)COC=1C=CC=C2C(=CC(=NC12)C)N1N=CC=C1